BrC1=CC=C(C=C1)C(COC)OC 1-bromo-4-(1,2-dimethoxyethyl)benzene